C(#N)C1=C(N=C2N(C1=O)C=C(C=C2[C@@H](C)NC2=C(C(=O)O)C=CC=C2)F)N2CCC(CC2)(F)F (R)-2-((1-(3-cyano-2-(4,4-difluoropiperidin-1-yl)-7-fluoro-4-oxo-4H-pyrido[1,2-a]pyrimidin-9-yl)ethyl)amino)benzoic acid